methyl 3-(2-((tert-butyldimethylsilyl)oxy)ethoxy)-4-((9-cyclopentyl-7,7-difluoro-5-methyl-6-oxo-6,7,8,9-tetrahydro-5H-pyrimido[4,5-b][1,4]diazepin-2-yl)amino)benzoate [Si](C)(C)(C(C)(C)C)OCCOC=1C=C(C(=O)OC)C=CC1NC=1N=CC2=C(N(CC(C(N2C)=O)(F)F)C2CCCC2)N1